[6-(5-Fluoro-1H-pyrazol-4-yl)-1-(2-hydroxy-2-methyl-propyl)pyrrolo[3,2-c]pyridin-3-yl]-(6-methoxychroman-3-yl)methanone FC1=C(C=NN1)C1=CC2=C(C=N1)C(=CN2CC(C)(C)O)C(=O)C2COC1=CC=C(C=C1C2)OC